4-Ethoxy-N-(3-fluoro-4-(2-oxoindolin-5-yl)phenyl)-1-(4-fluorophenyl)-2-oxo-1,2-dihydropyridine-3-carboxamide C(C)OC1=C(C(N(C=C1)C1=CC=C(C=C1)F)=O)C(=O)NC1=CC(=C(C=C1)C=1C=C2CC(NC2=CC1)=O)F